N-ethyl-pyrazine C(C)N1CC=NC=C1